NC=1C=C(C=C(C1)F)C1=CNC(=C2N1C(C(=N2)CC=2OC=CC2)=O)CC2=CC=CC=C2 (3-amino-5-fluorophenyl)-8-benzyl-2-(furan-2-ylmethyl)imidazo[1,2-a]pyrazin-3(7H)-one